(Z)-7-(2,4-dioxo-5-(quinolin-8-ylmethylene)thiazolidin-3-yl)heptanoic acid O=C1S\C(\C(N1CCCCCCC(=O)O)=O)=C/C=1C=CC=C2C=CC=NC12